Cl.OCCCNC(=NC1=NC(=CC(=N1)C1=CC=C(C=C1)OC)C1=CC(=CC=C1)[N+](=O)[O-])N 1-(3-hydroxypropyl)-2-(4-(4-methoxyphenyl)-6-(3-nitrophenyl)pyrimidin-2-yl)guanidine hydrochloride